COC(C(C[C@H]1C(NCC1)=O)N)=O.OCC(CC)(CO)CO 1,1,1-tris(hydroxymethyl)propane Methyl-2-amino-3-((S)-2-oxopyrrolidin-3-yl)propanoate